ClC=1C(=NN2C1C(=CC=C2)N2C[C@@H](N([C@H](C2)C)C(=O)OC(C)(C)C)C)OC tert-butyl (2S,6S)-4-(3-chloro-2-methoxy-pyrazolo[1,5-a]pyridin-4-yl)-2,6-dimethyl-piperazine-1-carboxylate